Methyl-piperidine CN1CCCCC1